(1S,2S,5R)-3-(2-(tert-butylamino)-2-oxoacetyl)-N-((S)-3-oxo-1-((S)-2-oxopyrrolidin-3-yl)-4-(trifluoromethoxy)butan-2-yl)-3-azabicyclo-[3.2.0]heptane-2-carboxamide C(C)(C)(C)NC(C(=O)N1[C@@H]([C@H]2CC[C@H]2C1)C(=O)N[C@@H](C[C@H]1C(NCC1)=O)C(COC(F)(F)F)=O)=O